COC=1C(=C2C(=NN(C2=CC1)COCC[Si](C)(C)C)C)N(S(=O)(=O)C=1C=NN(C1)C1=NC=CC(=C1)C(F)(F)F)C N-(5-METHOXY-3-METHYL-1-((2-(TRIMETHYLSILYL)ETHOXY)METHYL)-1H-INDAZOL-4-YL)-N-METHYL-1-(4-(TRIFLUOROMETHYL)PYRIDIN-2-YL)-1H-PYRAZOLE-4-SULFONAMIDE